CC1=CC=C(C=C1)S(=O)[O-].C[N+](C)(C)C tetramethylammonium p-toluenesulfinate